silver-copper itaconate C(C(=C)CC(=O)[O-])(=O)[O-].[Cu+2].[Ag+]